OC1=CC=C(C=C1)C(C)(C)C1=CC=C(OC[C@@H]2N(CCC2)C(=O)OC(C)(C)C)C=C1 tert-butyl (R)-2-((4-(2-(4-hydroxylphenyl)propan-2-yl)phenoxy)methyl)pyrrolidin-1-carboxylate